3-(8-(1,4-dioxaspiro[4.5]dec-8-yl)-2,3-dihydro-4H-pyrido[3,2-b][1,4]oxazin-4-yl)piperidine-2,6-dione O1CCOC12CCC(CC2)C2=CC=NC1=C2OCCN1C1C(NC(CC1)=O)=O